N-[2-amino-8-(5-methylfuran-2-yl)-[1,2,4]triazolo[1,5-a]pyrazin-6-yl]cyclopropanecarboxamide NC1=NN2C(C(=NC(=C2)NC(=O)C2CC2)C=2OC(=CC2)C)=N1